FC=1C=CC(=NC1)C1(CCOC2(C1)CCOCC2)CCNC2CC1=CC=CC=C1C2 N-(2-(4-(5-fluoropyridine-2-yl)-1,9-dioxaspiro[5.5]undecane-4-yl)ethyl)-2,3-dihydro-1H-indene-2-amine